[3-[4-(3-tert-Butyl-5-methyl-pyrazol-1-yl)phenyl]azetidin-1-yl]-[6-(5-cyclopropyl-4H-1,2,4-triazol-3-yl)-2-azaspiro[3.3]heptan-2-yl]methanone C(C)(C)(C)C1=NN(C(=C1)C)C1=CC=C(C=C1)C1CN(C1)C(=O)N1CC2(C1)CC(C2)C2=NN=C(N2)C2CC2